ICCCC=CC=C 1-iodo-4,6-heptadiene